CC=1C=C(C=CC1OC(C)C)C1=CC=CN2C1=NS(CC2)(=O)=O 9-[3-methyl-4-(1-methylethoxy)phenyl]-3,4-dihydropyrido[2,1-c][1,2,4]thiadiazine 2,2-dioxide